tert-butyl N-[(3R)-5-[[4-[11-(benzyloxycarbonylamino)undecoxy]phenyl]methyl]-7-(5-tert-butyl-1,3,4-oxadiazol-2-yl)-8-fluoro-1,1,4-trioxo-2,3-dihydro-1λ6,5-benzothiazepin-3-yl]carbamate C(C1=CC=CC=C1)OC(=O)NCCCCCCCCCCCOC1=CC=C(C=C1)CN1C([C@H](CS(C2=C1C=C(C(=C2)F)C=2OC(=NN2)C(C)(C)C)(=O)=O)NC(OC(C)(C)C)=O)=O